CC=1C(=NC=C(C1)NC(C(=O)N1C(CC(CC1)C)C1=CC=CC=C1)=O)NC(OC(C)(C)C)=O tert-butyl N-[3-methyl-5-[[2-(4-methyl-2-phenyl-1-piperidyl)-2-oxo-acetyl]amino]-2-pyridyl]carbamate